COC(=O)C1CCN(CC1)C(C1=C(C=C(C=C1)NC(=O)C=1N(C(=CN1)C1=C(C(=C(C=C1)OC)F)F)C)Cl)=O 1-[2-chloro-4-[[5-(2,3-difluoro-4-methoxy-phenyl)-1-methyl-imidazole-2-carbonyl]amino]benzoyl]piperidine-4-carboxylic acid methyl ester